2-((3-amino-2-fluorophenyl)amino)-2-methylpropan-1-ol NC=1C(=C(C=CC1)NC(CO)(C)C)F